5-(3-(1-benzylpiperidin-2-yl)azetidin-1-yl)-N-(8-fluoro-2-methylimidazo[1,2-a]pyridin-6-yl)pyrazine-2-carboxamide C(C1=CC=CC=C1)N1C(CCCC1)C1CN(C1)C=1N=CC(=NC1)C(=O)NC=1C=C(C=2N(C1)C=C(N2)C)F